C(C1=CC=CC=C1)N1C(=NC(=C1)C1=CC(=CC=C1)C)Br 1-benzyl-2-bromo-4-(3-methylphenyl)imidazole